NCCOCCO[C@@H]1O[C@H]([C@@H]([C@H]([C@H]1O)O)O)C (2R,3R,4R,5R,6S)-2-(2-(2-aminoethoxy)ethoxy)-6-methyltetrahydro-2H-pyran-3,4,5-triol